FC(C=1OC(=NN1)C1=CC(=C(C=C1)CN1N=NC(=C1)C1=CC(=C(C=C1)F)N1CCN(CC1)C)F)F 2-(difluoromethyl)-5-(3-fluoro-4-((4-(4-fluoro-3-(4-methylpiperazin-1-yl)phenyl)-1H-1,2,3-triazol-1-yl)methyl)phenyl)-1,3,4-oxadiazol